COC1=CC=C(C=C1)N1N=C(NC1=O)[C@@H]1CN(CCC1)CC=1C=C(C(=O)O)C=CC1 (s)-3-((3-(1-(4-methoxyphenyl)-5-oxo-4,5-dihydro-1H-1,2,4-triazol-3-yl)piperidin-1-yl)methyl)benzoic acid